(S)-6-(1-amino-1,3-dihydrospiro[indene-2,4'-piperidine]-1'-yl)-3-(1-(2-chloropyridin-4-yl)vinyl)-1H-pyrazole N[C@@H]1C2=CC=CC=C2CC12CCN(CC2)C2=CC(=CC(=N2)Cl)C(=C)C2=NNC=C2